benzyl-diazoacetophenone C(C1=CC=CC=C1)C(C(=O)C1=CC=CC=C1)=[N+]=[N-]